phenyl-4-[6-(acryloyloxy)hexyloxy]benzoate C1(=CC=CC=C1)OC(C1=CC=C(C=C1)OCCCCCCOC(C=C)=O)=O